C(C)(C)O[Si](C1=CC(=CC=C1)C=C)(OC(C)C)OC(C)C triisopropoxy(3-vinylphenyl)silane